5-(5-methyl-1H-pyrazol-4-yl)-N-(4-(4-(3,3,3-trifluoropropyl)piperazin-1-yl)pyridin-2-yl)thiazolo[5,4-b]pyridin-2-amine CC1=C(C=NN1)C1=CC=C2C(=N1)SC(=N2)NC2=NC=CC(=C2)N2CCN(CC2)CCC(F)(F)F